iso-propanoate C(C(=O)[O-])C